2-bromo-1,3-diisopropenylbenzene BrC1=C(C=CC=C1C(=C)C)C(=C)C